1-{[(3R)-Oxazol-3-yl]Methyl}-5-[5-(trifluoromethyl)-4H-1,2,4-triazol-3-yl]-1H-1,3-benzoDiazole O1CN(C=C1)CN1C=NC2=C1C=CC(=C2)C2=NN=C(N2)C(F)(F)F